FC1=CC=C(C=C1)C1=CC(=NO1)C1=CC=C(C=C1)NC(C)=O N-(4-(5-(4-fluorophenyl)isoxazol-3-yl)phenyl)acetamide